C(C)CC(CC(=O)[O-])=O.C(C)CC(CC(=O)[O-])=O.C(C)CC(CC(=O)[O-])=O.[Al+3] aluminum (III) tris(ethylacetoacetate)